2-(3-bromophenyl)-7-(trifluoromethyl)-3,4-dihydroquinazoline-4-carboxylic acid BrC=1C=C(C=CC1)C1=NC2=CC(=CC=C2C(N1)C(=O)O)C(F)(F)F